4-methylenedioxyphenyl-pinacol borate B(O)(O)O.C1OC2=CC=C(C=C2O1)CC(O)(C)C(C)(C)O